(±)-trans-1-(8-Amino-7-fluoro-6-(8-methyl-2,3-dihydro-1H-pyrido[2,3-b][1,4]oxazin-7-yl)isoquinolin-3-yl)-3-(2-cyanocyclobutyl)urea NC=1C(=C(C=C2C=C(N=CC12)NC(=O)N[C@H]1[C@@H](CC1)C#N)C1=C(C2=C(OCCN2)N=C1)C)F |r|